FC1=CC=C(C=C1)[C@](CC(=O)NC1(CC1)C1=C(C(=CC=C1)OCC(F)(F)F)F)(C)O (R)-3-(4-fluorophenyl)-N-(1-(2-fluoro-3-(2,2,2-trifluoroethoxy)phenyl)cyclopropyl)-3-hydroxybutanamide